CC1(N(CCC1)CCC(=O)NC=1C=C(C(=NC1)C)C=1N2C(SC1C=1C=NN(C1)CCO)=C(C=N2)C(=O)N)C (5-(3-(2,2-dimethylpyrrolidin-1-yl)propanamido)-2-methylpyridin-3-yl)-2-(1-(2-hydroxyethyl)-1H-pyrazol-4-yl)pyrazolo[5,1-b]Thiazole-7-carboxamide